C1(=CC=CC=C1)NC1=CC=C(C=C1)C(F)(F)F phenyl-4-(trifluoromethyl)aniline